OC=1C2=C(N=CN1)N(C=C2C(F)(F)F)C=2C=C(C(=O)O)C=CN2 2-(4-hydroxy-5-(trifluoromethyl)-7H-pyrrolo[2,3-d]pyrimidin-7-yl)isonicotinic acid